3-methoxy-N-methyl-N-(tetrahydrofuran-3-yl)benzamide COC=1C=C(C(=O)N(C2COCC2)C)C=CC1